dibenzo[b,d]Furan-4-ylboronic acid C1=CC=C(C=2OC3=C(C21)C=CC=C3)B(O)O